C(C)(C)(C)N1CCC(CC1)NC(=O)C1CCN(CC1)C(=O)C1=NNC(=C1)C1=CC(=NC=C1Cl)OC N-(1-tert-butylpiperidin-4-yl)-1-[5-(5-chloro-2-methoxypyridin-4-yl)-1H-pyrazole-3-carbonyl]piperidine-4-carboxamide